tert-Butyl 6-(3-cyano-5-(5-((R)-1-(3,5-dichloropyridin-4-yl)ethoxy)-6-methoxy-1-(tetrahydro-2H-pyran-2-yl)-1H-indazol-3-yl)pyridin-2-yl)-2,6-diazaspiro[3.3]heptane-2-carboxylate C(#N)C=1C(=NC=C(C1)C1=NN(C2=CC(=C(C=C12)O[C@H](C)C1=C(C=NC=C1Cl)Cl)OC)C1OCCCC1)N1CC2(CN(C2)C(=O)OC(C)(C)C)C1